C1(=CC=CC=C1)C(CC(=O)O)C#N beta-phenyl-beta-cyanopropionic acid